C(C1=CC=CC=C1)O[C@@H]1C[C@@](NC1)(C(=O)NC=1N=NC(=CC1Br)Cl)C (2R,4R)-4-(benzyloxy)-N-(4-bromo-6-chloropyridazin-3-yl)-2-methylpyrrolidine-2-carboxamide